C(#N)C1=CC(=C(COC2=CC=CC(=N2)C=2CCN(CC2)CC2=NC3=C(N2C[C@H]2OCC2)C=C(C=C3)B(O)O)C=C1)F (S)-(2-((6-((4-cyano-2-fluorobenzyl)oxy)-3',6'-dihydro-[2,4'-bipyridin]-1'(2'H)-yl)methyl)-1-(oxetan-2-ylmethyl)-1H-benzo[d]imidazol-6-yl)boronic acid